C(C)(=O)N1[C@H](CN([C@@H](C1)CO)CC1=CC=C(C=C1)OC)C1=CC(=NC(=C1)Cl)C1=CC(=NC(=C1)F)C(=O)NC trans-4-(1-acetyl-5-(hydroxymethyl)-4-(4-methoxybenzyl)piperazin-2-yl)-6-chloro-6'-fluoro-N-methyl-[2,4'-bipyridine]-2'-carboxamide